4,13-dichloro-10-[2,6-difluoro-4-({2-[(2-hydroxyethyl)amino]ethyl}amino)phenyl]-8-propyl-6,8,10-triazatricyclo[9.4.0.02,7]pentadeca-1(11),2(7),3,5,12,14-hexaen-9-one ClC1=CC=2C=3C=CC(=CC3N(C(N(C2N=C1)CCC)=O)C1=C(C=C(C=C1F)NCCNCCO)F)Cl